(2S,3S,4R,5R,6S)-5-(hydroxymethyl)-6-{[6,6,9-trimethyl-3-(3-methylpentyl)-6H,6aH,7H,8H,10aH-benzo[c]isochromen-1-yl]oxy}oxane-2,3,4-triol OC[C@@H]1[C@H]([C@@H]([C@H](O[C@@H]1OC1=CC(=CC=2OC(C3CCC(=CC3C21)C)(C)C)CCC(CC)C)O)O)O